Z-8-tetradecenol C(CCCCCC\C=C/CCCCC)O